C1(=CC=CC=C1)NC(CCCCCCCCCCCCCCCCC)=O N-phenyl-octadecanoamide